2-(5-chloropyridin-2-yl)-1-(6'-(trifluoromethoxy)spiro[cyclopropane-1,3'-indolin]-1'-yl)ethan-1-one ClC=1C=CC(=NC1)CC(=O)N1CC2(C3=CC=C(C=C13)OC(F)(F)F)CC2